N-(2-((1R)-1-Hydroxy-3-azabicyclo[3.1.0]hexan-3-yl)-6-methylpyrimidin-4-yl)-4-((2-hydroxyethyl)sulfonamido)-2-(6-azaspiro[2.5]octan-6-yl)benzamide O[C@]12CN(CC2C1)C1=NC(=CC(=N1)NC(C1=C(C=C(C=C1)NS(=O)(=O)CCO)N1CCC2(CC2)CC1)=O)C